2-Morpholone N1CC(OCC1)=O